(5-chloro-2-(isopropylamino)pyridin-4-yl)-2'-(2-(hydroxymethyl)benzyl)-1-methyl-2',3'-dihydro-1'H,5'H-spiro[azetidine-3,4'-pyrrolo[1,2-a][1,4]diazepin]-1'-one ClC=1C(=CC(=NC1)NC(C)C)C1N(C(C=2N(CC13CN(C3)C)C=CC2)=O)CC2=C(C=CC=C2)CO